FC(OC=1C=2N(C=CC1)N=C(C2)[C@@H]2N(CCC1=C2N=CN1)C=1OC(=NN1)C(F)(F)F)(F)F (R)-2-(4-(4-(trifluoromethoxy)pyrazolo[1,5-a]pyridin-2-yl)-1,4,6,7-tetrahydro-5H-imidazo[4,5-c]pyridin-5-yl)-5-(trifluoromethyl)-1,3,4-oxadiazole